2-(3-(Hydroxymethyl)-4-(1-methyl-5-(6-(4-methylpiperazin-1-yl)pyridine-2-ylamino)-6-oxo-1,6-dihydropyridin-3-yl)pyridin-2-yl)-3,4,6,7,8,9-hexahydropyrazino[1,2-a]indol-1(2H)-one OCC=1C(=NC=CC1C1=CN(C(C(=C1)NC1=NC(=CC=C1)N1CCN(CC1)C)=O)C)N1C(C=2N(C=3CCCCC3C2)CC1)=O